C(C)(C)(C)OC(=O)N1C2C=C(CC1CC2)C2=NC1=CC(=CC=C1N=C2)Br 3-(7-Bromoquinoxalin-2-yl)-8-azabicyclo[3.2.1]oct-2-ene-8-carboxylic acid tert-butyl ester